(2R,4S)-N-((2S)-1-((7-amino-4,6-difluoro-2,3-dihydro-1H-inden-1-yl)amino)-1-oxopropan-2-yl)-4-benzylpyrrolidine-2-carboxamide NC=1C(=CC(=C2CCC(C12)NC([C@H](C)NC(=O)[C@@H]1NC[C@H](C1)CC1=CC=CC=C1)=O)F)F